FC=1C=C(C=C(C1)F)[C@@H]1N(OCC1)C1=CC(=NC=N1)NC1=C(C=C2C3(CNC2=C1)CC3)OC (R)-N-(6-(3-(3,5-difluorophenyl)isoxazolidin-2-yl)pyrimidin-4-yl)-5'-methoxy-spiro[cyclopropane-1,3'-indoline]-6'-amine